tert-Butyl 3'-oxo-1',3',4',7'-tetrahydrospiro[pyrrolidine-3,2'-pyrrolo[3',2':5,6]pyrido[3,4-b]pyrazine]-1-carboxylate O=C1C2(NC3=C(N1)C=NC1=C3C=CN1)CN(CC2)C(=O)OC(C)(C)C